C[C@H]1[C@@H](OC1=O)C(=O)OC(C)(C)C tert-Butyl (2R,3S)-3-methyl-4-oxo-oxetane-2-carboxylate